2-(chloromethyl)thiazole hydrochloride Cl.ClCC=1SC=CN1